Benzyl 3-((tert-butoxycarbonyl) amino)-1-oxa-8-azaspiro[4.5]decane-8-carboxylate C(C)(C)(C)OC(=O)NC1COC2(C1)CCN(CC2)C(=O)OCC2=CC=CC=C2